OC(=O)C(F)(F)F.C(N)(=O)C1=CC(=NC=N1)N1CCC(CC1)C(=O)O 1-(6-carbamoyl-pyrimidin-4-yl)piperidine-4-carboxylic acid TFA salt